(prop-2-yn-1-yl)-5-oxo-2,8-diazaspiro[3.5]nonane-8-carboxylic acid tert-butyl ester C(C)(C)(C)OC(=O)N1CCC(C2(CNC2CC#C)C1)=O